(3aS,5R,6R,7R,7aR)-5-(acetoxymethyl)-2-methyl-3a,6,7,7a-tetrahydro-5H-pyrano[3,2-d]oxazole-6,7-diyl diacetate C(C)(=O)O[C@@H]1[C@@H]([C@H]2N=C(O[C@@H]2O[C@@H]1COC(C)=O)C)OC(C)=O